2,6-dichloropyridin ClC1=NC(=CC=C1)Cl